(S)-(3-((2-amino-4-methyl-6-((1-(methylthio)hept-3-yl)amino)pyrimidin-5-yl)methyl)-4-methoxyphenyl)methanol NC1=NC(=C(C(=N1)C)CC=1C=C(C=CC1OC)CO)N[C@H](CCSC)CCCC